(1R,3S,5R)-2-(2-(3-acetyl-7-methyl-5-(2-methylpyrimidin-5-yl)-1H-indazol-1-yl)acetyl)-N-(6-bromo-3-methylpyridin-2-yl)-5-((dimethylamino)methyl)-2-azabicyclo[3.1.0]hexane-3-carboxamide C(C)(=O)C1=NN(C2=C(C=C(C=C12)C=1C=NC(=NC1)C)C)CC(=O)N1[C@@H]2C[C@@]2(C[C@H]1C(=O)NC1=NC(=CC=C1C)Br)CN(C)C